NC1=NC=CC(=C1)N1S(N(CC1)CCC(CCOC1=NC=C(C=C1)C=1N=NN(N1)CC)(C)C)(=O)=O 2-(2-aminopyridine-4-yl)-5-(5-((5-(2-ethyl-2H-tetrazol-5-yl)pyridin-2-yl)oxy)-3,3-dimethylpentyl)-1,2,5-thiadiazolidine 1,1-dioxide